C(C)(=O)NC=1N=C2N(N=C(C=C2)C=2C=C(C=NC2)C(=O)NCCC(C)C2=CC=CC=C2)C1 5-{2-acetamidoimidazo[1,2-b]pyridazin-6-yl}-N-(3-phenylbutyl)pyridine-3-carboxamide